2-[(2,5-dichloro-1,3-thiazol-4-yl)sulfanyl]acetic acid ClC=1SC(=C(N1)SCC(=O)O)Cl